Ethyl (Z)-2-(2-((4-methylcyclohexyl)imino)-5-oxo-4-(3-phenoxybenzyl)-2,5-dihydrofuran-3-yl)acetate CC1CCC(CC1)\N=C\1/OC(C(=C1CC(=O)OCC)CC1=CC(=CC=C1)OC1=CC=CC=C1)=O